CC=1C=CC=C2C(=CC=NC12)NC=1C=C(C(=O)NC2=CC=C(C=C2)NC2=CC=NC=C2)C=CC1 3-((8-methylquinolin-4-yl)amino)-N-(4-(pyridin-4-ylamino)phenyl)benzamide